[Si](C)(C)(C(C)(C)C)OCCN1N=C(C=C1CO)OC1CN(CC1)S(=O)(=O)C [2-[2-[tert-butyl(dimethyl)silyl]oxyethyl]-5-(1-methylsulfonyl-pyrrolidin-3-yl)oxy-pyrazol-3-yl]methanol